3-[6-[(2,4-dimethylimidazol-1-yl)methyl]-3-pyridyl]-5-(trifluoromethyl)-1,2,4-oxadiazole CC=1N(C=C(N1)C)CC1=CC=C(C=N1)C1=NOC(=N1)C(F)(F)F